trans-1-(4-((6-(4-(3,4-dihydroisoquinolin-2(1H)-yl)-3-hydroxypiperidine-1-carbonyl)-2-(thiazol-2-yl)pyrimidin-4-yl)amino)piperidin-1-yl)ethan-1-one C1N(CCC2=CC=CC=C12)[C@H]1[C@@H](CN(CC1)C(=O)C1=CC(=NC(=N1)C=1SC=CN1)NC1CCN(CC1)C(C)=O)O